N-((S)-1-fluoropropan-2-yl)-7-(1H-pyrazol-4-yl)-8-(((S)-1,1,1-trifluoropropan-2-yl)oxy)-[1,2,4]triazolo[1,5-c]pyrimidin-2-amine FC[C@H](C)NC1=NN2C=NC(=C(C2=N1)O[C@H](C(F)(F)F)C)C=1C=NNC1